FC(OC=1C=C(C=CC1C1=C(C(=C(C2=CC=CC=C12)N)\N=N\[H])S(=O)(=O)O)C1=CC(=C(C=C1)C1=C(C(=C(C2=CC=CC=C12)N)\N=N\[H])S(=O)(=O)O)OC(F)(F)F)(F)F 1,1'-(3,3'-ditrifluoromethoxy[1,1'-biphenyl]-4,4'-diyl)bis{4-amino-3-[(E)-diazenyl]naphthalene-2-sulfonic acid}